monofucosyl-lactose C1([C@@H](O)[C@H](O)[C@H](O)[C@@H](O1)C)C1(O)[C@H](O)[C@@H](O)[C@H](O[C@H]2[C@H](O)[C@@H](O)[C@@H](O)[C@H](O2)CO)[C@H](O1)CO